ClC1=C(C=CC=C1C1=NC(=C(C=C1)CNC(C)C)OC)C1=C(C(=CC=C1)NC=1C2=C(N=C(N1)C)C=CC=N2)C N-(2'-chloro-3'-(5-((isopropylamino)methyl)-6-methoxypyridin-2-yl)-2-methyl-[1,1'-biphenyl]-3-yl)-2-methylpyrido[3,2-d]pyrimidin-4-amine